FC1=C(C=C(C=C1)C1(CC1)N(C(OC)=O)CC(C)(C)NO)C(F)(F)F methyl (1-(4-fluoro-3-(trifluoromethyl)phenyl)cyclopropyl)(2-(hydroxyamino)-2-methylpropyl)carbamate